OC(C)(C)[C@H](CC#N)CCC(C)=O (S)-3-(2-hydroxypropan-2-yl)-6-oxoheptanenitrile